20-(Acryloyloxy)-eicosanyl methacrylat C(C(=C)C)(=O)OCCCCCCCCCCCCCCCCCCCCOC(C=C)=O